(S)-N-(1-(7-(4-Chlorothiophen-2-yl)quinolin-5-yl)cyclopropyl)-2-methyl-5-((1-methylazetidin-2-yl)methoxy)benzamide ClC=1C=C(SC1)C1=CC(=C2C=CC=NC2=C1)C1(CC1)NC(C1=C(C=CC(=C1)OC[C@H]1N(CC1)C)C)=O